CC(COC1=C(C=CC=C1)C)(C)C 2-methylphenyl 2,2-dimethyl-propyl ether